(+/-)-tert-butyl (4-ethoxy-1-(2-(1-ethyl-1H-indol-2-yl)-1-methyl-1H-benzo[d]imidazole-5-carbonyl)piperidin-3-yl)carbamate C(C)OC1C(CN(CC1)C(=O)C1=CC2=C(N(C(=N2)C=2N(C3=CC=CC=C3C2)CC)C)C=C1)NC(OC(C)(C)C)=O